O([C@H]1[C@H](O)[C@@H](O)[C@H](O)[C@H](O1)CO)C1=CNC2=CC=C(C=C12)OC1=NC(=NC(=N1)OC)N1CCOCC1 5-[(4-Methoxy-6-morpholino-1,3,5-triazin-2-yl)oxy]-1H-indole-3-yl β-D-glucopyranoside